CN1C(CCC1)CCNC(CCCCCCC(=O)OC)CCCCCCC(=O)OC dimethyl 8-((2-(1-methylpyrrolidin-2-yl)ethyl)amino)pentadecanedioate